[(1R,2R)-2-fluorocyclopropyl]-[(5R,7R)-7-fluoro-5-phenyl-6,7-dihydro-5H-pyrrolo[1,2-b][1,2,4]triazol-2-yl]methanone F[C@H]1[C@H](C1)C(=O)C=1N=C2N(N1)[C@H](C[C@H]2F)C2=CC=CC=C2